2,2-dimethyl-4-(8-methylquinolin-3-yl)quinazoline-1(2H)-carbonitrile CC1(N(C2=CC=CC=C2C(=N1)C=1C=NC2=C(C=CC=C2C1)C)C#N)C